methyl-3-methylene-8-(1-methylethyl)-tricyclo[4.4.0.02,7]decane CC12C3C(CCC2C3C(CC1)C(C)C)=C